C(C)(C)(C)OC(NC1(CCN(CC1)C1=NC(=C(C2=C1C=NN2COCC[Si](C)(C)C)S(=O)(=O)C2=C(C(=NC=C2)N)Cl)C)C)=O N-[1-[7-[(2-amino-3-chloro-4-pyridinyl)sulfonyl]-6-methyl-1-(2-trimethylsilylethoxymethyl)pyrazolo[4,3-c]Pyridin-4-yl]-4-methyl-4-piperidinyl]Carbamic acid tert-butyl ester